C(=C\CCCC)/[C@@]1(C(C(CC1)(C)C)=O)C |r| (+-)-2-[(1e)-1-hexen-1-yl]-2,5,5-trimethylcyclopentanone